S1N=C(C2=C1C=CC=C2)N2CCN(CC2)C(=S)S\C(\C(=O)OCC)=C/N(C2CCCCC2)C2CCCCC2 Ethyl (Z)-2-((4-(benzo[d]isothiazol-3-yl)piperazine-1-carbonothioyl)thio)-3-(dicyclohexylamino)acrylate